C1(=CC=CC2=CC=CC=C12)C(C)(C)O 2-α-naphthyl-2-propanol